N[C@@H](C)C(=O)N[C@@H](CO)C(=O)O Alanyl-Serin